tert-butyl 3-[[6-(2,8-dimethylimidazo[1,2-b]pyridazin-6-yl)-4-fluoro-1,3-benzoxazole-2-carbonyl]amino]azetidine-1-carboxylate CC=1N=C2N(N=C(C=C2C)C2=CC3=C(N=C(O3)C(=O)NC3CN(C3)C(=O)OC(C)(C)C)C(=C2)F)C1